(3S,6R)-4-(7-chloro-8-fluoro-3-nitro-1,6-naphthyridin-4-yl)-6-((methylsulfonyl)methyl)piperazine-1,3-dicarboxylic acid 1-(tert-butyl) 3-methyl ester COC(=O)[C@@H]1CN([C@H](CN1C1=C(C=NC2=C(C(=NC=C12)Cl)F)[N+](=O)[O-])CS(=O)(=O)C)C(=O)OC(C)(C)C